C(C)(C)(C)OC(=O)N1CC(N(CC1)C(C1=C(C=C(C=C1)NC(=O)C1CC1)N1CCCC1)=O)C=1C=NC=C(C1)Cl 3-(5-Chloropyridin-3-yl)-4-[4-(cyclopropanecarbonylamino)-2-pyrrolidin-1-ylbenzoyl]piperazine-1-carboxylic acid tert-butyl ester